FC1=C(C(=CC(=C1)OC1CCN(CC1)[C@H](C)C1=CC=CC=C1)F)S(=O)(=O)N(C(OC(C)(C)C)=O)C=1N=CSC1 tert-butyl (R)-((2,6-difluoro-4-((1-(1-phenylethyl)piperidin-4-yl)oxy)phenyl)sulfonyl)(thiazol-4-yl)carbamate